O(C1=CC=CC=C1)C1=CC=C(C=C1)C1=NN(C2=NC=NC=C21)CC2CN(C2)C(C=C)=O 1-(3-((3-(4-phenoxyphenyl)-1H-pyrazolo[3,4-d]pyrimidin-1-yl)methyl)azetidin-1-yl)prop-2-en-1-one